CS(=O)(=O)C=1C=C(C=CC1)[C@H]1[C@H](CN(CC1)CCC)O (3R,4S)-4-(3-(methylsulfonyl)phenyl)-1-propylpiperidin-3-ol